4-[(4,6-Dichloro-8-fluoro-3-quinolinyl)sulfonyl]thiomorpholine ClC1=C(C=NC2=C(C=C(C=C12)Cl)F)S(=O)(=O)N1CCSCC1